5-(aminomethyl)isothiazol-3-ol NCC1=CC(=NS1)O